(S)-6-(1-amino-1,3-dihydro-spiro[inden-2,4'-piperidin]-1'-yl)-3-(1-(2-(difluoromethyl)pyridin-4-yl)vinyl)-1,5-dihydro-4H-pyrazolo[3,4-d]pyrimidin-4-one N[C@@H]1C2=CC=CC=C2CC12CCN(CC2)C=2NC(C1=C(N2)NN=C1C(=C)C1=CC(=NC=C1)C(F)F)=O